BrC=1C=C(C=CC1O)N1C(N(C(C1(C)C)=O)C=1C=C(C(=NC1)C#N)C(F)(F)F)=S 5-(3-(3-Bromo-4-hydroxyphenyl)-4,4-dimethyl-5-oxo-2-thioxoimidazolidin-1-yl)-3-(trifluoromethyl)pyridinecarbonitrile